FC1(CCC(CC1)[C@@H](C(=O)O)NC(=O)OCC1=NN(C(=C1)C)C)F (S)-2-(4,4-Difluorocyclohexyl)-2-((((1,5-dimethyl-1H-pyrazol-3-yl)methoxy)-carbonyl)amino)acetic acid